FC1(OC2=C(O1)C=C(C(=C2)C(CC2=C(C=C(C=N2)C2(CC2)C#N)S(=O)(=O)CC)=O)O)F 1-[6-[2-(2,2-difluoro-6-hydroxy-1,3-benzodioxol-5-yl)-2-oxo-ethyl]-5-ethylsulfonyl-3-pyridyl]cyclopropanecarbonitrile